1-((2S,3R,4R)-2-cyclopropyl-6-(1-(2-hydroxyethyl)-1H-pyrazol-4-yl)-3-methyl-4-(pyrimidin-2-ylamino)-3,4-dihydroquinolin-1(2H)-yl)ethanone C1(CC1)[C@@H]1N(C2=CC=C(C=C2[C@@H]([C@H]1C)NC1=NC=CC=N1)C=1C=NN(C1)CCO)C(C)=O